3-(hydroxymethyl)-1H-1,2,4-triazol-5(4H)-one OCC1=NNC(N1)=O